BrCC1CCC(CC1)OC (1r,4r)-1-(bromomethyl)-4-methoxycyclohexane